O[C@H](CNS(=O)(=O)C1=CC=C(C=C1)C)C=1C=NN(C1)COCC[Si](C)(C)C (S)-N-(2-hydroxy-2-(1-((2-(trimethylsilyl)ethoxy)methyl)-1H-pyrazol-4-yl)ethyl)-4-methylbenzenesulfonamide